C1(CC1)C(N1C=CC2=CC=CC(=C12)CO)C1=NC=CC=C1C N-(cyclopropyl(3-methylpyridin-2-yl)methyl)-7-(hydroxymethyl)-1H-indole